7-(cyclopentylamino)-5,6-difluoroquinazolin-4(3H)-one C1(CCCC1)NC1=C(C(=C2C(NC=NC2=C1)=O)F)F